N-(4-(4-(3-((2,6-dioxopiperidin-3-yl)amino)benzyl)piperazin-1-yl)-3-(trifluoromethyl)phenyl)-3-(imidazo[1,2-b]pyridazin-3-ylethynyl)-4-methylbenzamide O=C1NC(CCC1NC=1C=C(CN2CCN(CC2)C2=C(C=C(C=C2)NC(C2=CC(=C(C=C2)C)C#CC2=CN=C3N2N=CC=C3)=O)C(F)(F)F)C=CC1)=O